ClC=1C(=NC(=NC1)N1CC(OCC1)C(F)(F)F)NC1=CC2=C(N(C(N2CCC(C)(C)O)=O)C)C=C1 5-((5-Chloro-2-(2-(trifluoromethyl)morpholino)pyrimidin-4-yl)amino)-3-(3-hydroxy-3-methylbutyl)-1-methyl-1,3-dihydro-2H-benzo[d]imidazol-2-on